methyl 4-(acetoxymethyl)-3-bromo-5-(difluoromethyl)benzoate C(C)(=O)OCC1=C(C=C(C(=O)OC)C=C1C(F)F)Br